C(CCCCCCC)C(CNC([C@@H](NC([C@@H](NC(C)=O)C)=O)C)=O)CCCCCCCCCC N-acetyl-L-alanyl-L-alanine (2-octyldodecyl)amide